C(C)(C)(C)[SiH](OC[C@@H]1NCCC1)C (R)-2-(((tert-butylmethylsilyl)oxy)methyl)pyrrolidine